1-methyl-4-(4-methyl-5-((methylsulfonyl)oxy)pyrimidin-2-yl)-1H-pyrazole-5-carboxylic acid tert-butyl ester C(C)(C)(C)OC(=O)C1=C(C=NN1C)C1=NC=C(C(=N1)C)OS(=O)(=O)C